FC1=C(C=CC(=C1)C1=NC(C=2N(C3=C1C(=C(S3)C)C)C(=NN2)C)CC=2OC=CN2)C#CC2CC3(CN(C3)C(=O)OC(C)(C)C)C2 tert-butyl 6-((2-fluoro-4-(2,3,9-trimethyl-6-(oxazol-2-ylmethyl)-6H-thieno[3,2-f][1,2,4]triazolo[4,3-a][1,4]diazepin-4-yl)phenyl)ethynyl)-2-azaspiro[3.3]heptane-2-carboxylate